C(#N)C1=C(C(=CC=C1)C1CC1)NC(OCC)=O Ethyl (2-cyano-6-cyclopropylphenyl)carbamate